(1S,3aS,6aR)-2-(2-(3-fluorophenyl)-2,2-difluoroacetyl)-N-((S)-4-fluoro-3-oxo-1-((R)-2-oxopyrrolidin-3-yl)butan-2-yl)octahydrocyclopenta[c]pyrrole-1-carboxamide FC=1C=C(C=CC1)C(C(=O)N1[C@@H]([C@H]2[C@@H](C1)CCC2)C(=O)N[C@@H](C[C@@H]2C(NCC2)=O)C(CF)=O)(F)F